FC(C1=C(C=2C[C@H]3OCCN[C@H]3C2C=C1)F)F (4aS,9aR)-7-(difluoromethyl)-8-fluoro-2,3,4,4a,9,9a-hexahydroindeno[2,1-b][1,4]oxazine